N-(5-((6-((R)-3-(3,4-dichlorophenyl)isoxazolidine-2-yl)pyrimidine-4-yl)amino)-2-((R)-3-(dimethylamino)pyrrolidine-1-yl)-4-methoxyphenyl)acrylamide ClC=1C=C(C=CC1Cl)[C@@H]1N(OCC1)C1=CC(=NC=N1)NC=1C(=CC(=C(C1)NC(C=C)=O)N1C[C@@H](CC1)N(C)C)OC